BrCC(OC(C(C(C(C(C(F)(F)F)(F)F)(F)F)(F)F)(F)F)(F)F)(F)Cl 1-(2-bromo-1-chloro-1-fluoroethoxy)perfluorohexane